FC(C(=O)O)(F)F.ClC1=CC=C(C[C@@H]2N(C[C@H]3N(C2)C[C@@H](C3)O)C3CCN(CC3)C3=NC=CC=C3)C=C1 (3S,7R,8aS)-3-(4-chlorobenzyl)-2-(1-(pyridin-2-yl)piperidin-4-yl)octahydropyrrolo-[1,2-a]pyrazin-7-ol 2,2,2-trifluoroacetate